(S)-1-amino-4-(4-((4-ethylpyridin-2-yl)carbamoyl)phenyl)-2-(1-(3-methylbut-2-enoyl)piperidin-2-yl)-1H-imidazole-5-carboxamide NN1C(=NC(=C1C(=O)N)C1=CC=C(C=C1)C(NC1=NC=CC(=C1)CC)=O)[C@H]1N(CCCC1)C(C=C(C)C)=O